(7-ethoxy-6-methoxy-1-(2-(5-methoxy-7-propyl-1H-indol-3-yl)ethyl)-3,4-dihydroisoquinolin-2(1H)-yl)(morpholinyl)methanone C(C)OC1=C(C=C2CCN(C(C2=C1)CCC1=CNC2=C(C=C(C=C12)OC)CCC)C(=O)N1CCOCC1)OC